FC1=C(OCC(=O)OCC)C=CC(=C1C(C)C)CC1=C(C(=C(C=C1)O)C(C)C)F ethyl 2-(2-fluoro-4-(2-fluoro-4-hydroxy-3-isopropylbenzyl)-3-isopropylphenoxy)acetate